C(C)(=O)C=1C=C2C(N([C@@](C2=CC1)(OCC1(CC1)CO)C1=CC=C(C=C1)Cl)[C@@H](CC(=O)OCC)C1=CC=C(C=C1)Cl)=O (S)-Ethyl 3-((R)-5-acetyl-1-(4-chlorophenyl)-1-((1-(hydroxymethyl)cyclopropyl)methoxy)-3-oxoisoindolin-2-yl)-3-(4-chlorophenyl)propanoate